N1=CC(=CC2=CC=CN=C12)C=1C=CN2N=C(N=CC21)NC2CC(C2)(O)C 3-((5-(1,8-naphthyridin-3-yl)pyrrolo[2,1-f][1,2,4]triazin-2-yl)amino)-1-methylcyclobutan-1-ol